C(C)(=O)O[C@H]1[C@@H](O[C@@H]([C@H]([C@@H]1OC(C)=O)OC(C)=O)C(=O)OC)OC1=C(C=C(C=C1)COC(N(CC)CCl)=O)[N+](=O)[O-] (2S,3R,4S,5S,6S)-2-(4-((((chloromethyl)(ethyl)carbamoyl)oxy)methyl)-2-nitrophenoxy)-6-(methoxycarbonyl)tetrahydro-2H-pyran-3,4,5-triyl triacetate